FC=1C=NC=C(C1)OC 3-fluoro-5-methoxypyridin